C([C@H]([C@H](C(=O)COP(=O)(O)O)O)O)O The molecule is a ribulose 1-phosphate in which ribulose has D-configuration. It derives from a D-ribulose. It is a conjugate acid of a D-ribulose 1-phosphate(2-).